OC1=C(C(=O)C2=CC=C(C=C2)C(C)CC)C=CC(=C1)O 2,4-Dihydroxy-4'-sec-butylbenzophenone